1-(3-chloro-5-bromophenyl)-3-phenyl-5-naphthyltriazine ClC=1C=C(C=C(C1)Br)N1NN(CC(=C1)C1=CC=CC2=CC=CC=C12)C1=CC=CC=C1